FC(C(C(F)(F)F)OC(=O)N1CCC(CC1)(C)N(C)CC1=C(CN2CCC(CC2)C(=O)O)C=C(C=C1)C(F)(F)F)(F)F 1-(2-(((1-(((1,1,1,3,3,3-Hexafluoropropan-2-yl)oxy)carbonyl)-4-methylpiperidin-4-yl)(methyl)amino)methyl)-5-(trifluoromethyl)benzyl)piperidine-4-carboxylic acid